2-(4-((3S)-1-((2-(2,6-dioxopiperidin-3-yl)-1-oxoisoindoline-5-yl)methyl)piperidine-3-yl)phenyl)-2H-indazole-7-carboxamide O=C1NC(CCC1N1C(C2=CC=C(C=C2C1)CN1C[C@@H](CCC1)C1=CC=C(C=C1)N1N=C2C(=CC=CC2=C1)C(=O)N)=O)=O